C(C)(C)(C)OC(=O)N1CC(C1)(O)C1=CC=C(C=C1)F 3-(4-fluorophenyl)-3-hydroxyazetidine-1-carboxylic acid tert-butyl ester